CN1N=C2C=CC(=C(C2=C1)C)C1=CC=C(N=N1)NC1C[C@@H]2[C@@H](CN(C2)C([2H])([2H])[C@@H]2OCCCC2)C1 (3aR,5s,6aS)-N-(6-(2,4-dimethyl-2H-indazol-5-yl)pyridazin-3-yl)-2-(((R)-tetrahydro-2H-pyran-2-yl)methyl-d2)octahydrocyclopenta[c]pyrrol-5-amine